3-(3,4,5-trifluorophenyl)-2,4,5,7-tetrahydro-6H-pyrazolo[3,4-c]pyridin FC=1C=C(C=C(C1F)F)C=1NN=C2CNCCC21